nitrogen (6-amino-5-fluoro-4-morpholinopyridin-3-yl)-6-(trifluoromethyl)pyridineamide NC1=C(C(=C(C=N1)C=1C(=NC(=CC1)C(F)(F)F)C(=O)N)N1CCOCC1)F.[N]